C1(=CC=C(C=C1)C=1C(C(=C(C1C1=CC=C(C=C1)C=1C=NC(=CC1)N)C1=CC=C(C=C1)C=1C=NC(=CC1)N)C1=CC=C(C=C1)C1=CC=CC=C1)=O)C1=CC=CC=C1 2,5-di([1,1'-biphenyl]-4-yl)-3,4-bis(4-(6-aminopyridin-3-yl)phenyl)cyclopenta-2,4-dienone